C(C)(=O)NC1=CC(=C(C=C1)B(O)O)C#N 4-ACETAMIDO-2-CYANOPHENYLBORONIC ACID